2-(1-cyclopropyl-3-methyl-4-oxo-1,4-dihydro-5H-pyrazolo[3,4-d]pyridazin-5-yl)-N-(1-(2,3-dihydrobenzo[b][1,4]dioxin-6-yl)ethyl)acetamide C1(CC1)N1N=C(C2=C1C=NN(C2=O)CC(=O)NC(C)C2=CC1=C(OCCO1)C=C2)C